methyl 2-[(1R,3R,5S)-3-([5-cyclopropyl-3-[2-(trifluoromethoxy)phenyl]-1,2-oxazol-4-yl]carbonyloxy)-8-azabicyclo[3.2.1]octan-8-yl]-4-fluoro-1,3-benzothiazole-6-carboxylate C1(CC1)C1=C(C(=NO1)C1=C(C=CC=C1)OC(F)(F)F)C(=O)OC1C[C@H]2CC[C@@H](C1)N2C=2SC1=C(N2)C(=CC(=C1)C(=O)OC)F